6-(2-hydroxy-2-(3'-((trifluoromethyl)thio)-[1,1'-biphenyl]-3-yl)acetyl)-2-(1-phenylcyclopropyl)-5,6,7,8-tetrahydropyrido[4,3-d]pyrimidin-4(3H)-one OC(C(=O)N1CC2=C(N=C(NC2=O)C2(CC2)C2=CC=CC=C2)CC1)C=1C=C(C=CC1)C1=CC(=CC=C1)SC(F)(F)F